C1(=CC=CC=C1)C(C#N)CCC 2-phenyl-valeronitrile